FC(C1=CC(=NC=C1)N1N=CC(=C1)S(=O)(=O)NC=1C=CC=C2C=NN(C12)C)F 1-(4-(DIFLUOROMETHYL)PYRIDIN-2-YL)-N-(1-METHYL-1H-INDAZOL-7-YL)-1H-PYRAZOLE-4-SULFONAMIDE